N1(N=NC=C1)CCCCNC(C1=CC(=CC=C1)N1N=C(N=C1C1=CC=C(C=C1)OC)CC)=O N-(4-(1-1H-1,2,3-triazolyl)butyl)-3-(3-ethyl-5-(4-methoxyphenyl)-1-1H-1,2,4-triazolyl)benzamide